7-((5-chloro-2-((3-fluoro-2-methoxy-4-((3aR,6aS)-5-methylhexahydropyrrolo[3,4-c]pyrrol-2(1H)-yl)phenyl)amino)pyrimidin-4-yl)amino)isoindolin-1-one ClC=1C(=NC(=NC1)NC1=C(C(=C(C=C1)N1C[C@@H]2CN(C[C@@H]2C1)C)F)OC)NC=1C=CC=C2CNC(C12)=O